(3,4-epoxycyclohexyl)ethyl-trimethoxysilane Ethyl-(S)-3-amino-3-(4-fluoro-4'-methoxy-2',5,6'-trimethyl-[1,1'-biphenyl]-3-yl)propanoate Hydrochloride Cl.C(C)OC(C[C@@H](C=1C=C(C=C(C1F)C)C1=C(C=C(C=C1C)OC)C)N)=O.C1(CC2C(CC1)O2)CC[Si](OC)(OC)OC